C1(CC=CCC1)[Si](OC)(OC)OC 3-cyclohexenyltrimethoxysilane